(S)-((6-(cyclopentyl(methyl)amino)-2-(6-(4-Methyl-2-oxooxazolidin-3-yl)pyridin-2-yl)-1-oxo-2,3-dihydro-1H-pyrrolo[3,4-c]pyridine-4-yl)methyl)(methyl)carbamate C1(CCCC1)N(C1=CC2=C(C(=N1)COC(NC)=O)CN(C2=O)C2=NC(=CC=C2)N2C(OC[C@@H]2C)=O)C